C(N)(OC=1C=NC(=C(C1)C1=CC=2C(=CN=C(C2)NC(=O)[C@H]2[C@H](C2)F)N1C)OC)=O (5-[5-[(1S,2S)-2-fluorocyclopropaneamido]-1-methylpyrrolo[2,3-c]pyridin-2-yl]-6-methoxypyridin-3-yl) carbamate